(1-cyclobutyl-1H-pyrazol-3-yl)methanol C1(CCC1)N1N=C(C=C1)CO